tert-Butyl 7-fluoro-7-(1-methyl-1H-pyrrolo[2,3-b]pyridin-6-yl)-2-azaspiro[3.5]nonane-2-carboxylate FC1(CCC2(CN(C2)C(=O)OC(C)(C)C)CC1)C1=CC=C2C(=N1)N(C=C2)C